FC(COCNC([C@@H](NC([C@@H](NC([C@H](C)NC(OCC1C2=CC=CC=C2C=2C=CC=CC12)=O)=O)C)=O)C)=O)(F)F (9H-fluoren-9-yl)methyl ((7S,10S,13S)-1,1,1-trifluoro-7,10-dimethyl-6,9,12-trioxo-3-oxa-5,8,11-triazatetradecane-13-yl)carbamate